C(C)OC(=O)C=1N=NN(C1C)CC=1C=NC(=CC1)C(NC1=CC=C(C=C1)C(F)(F)F)=O 5-methyl-1-((6-((4-(trifluoromethyl)phenyl)carbamoyl)pyridin-3-yl)methyl)-1H-1,2,3-triazole-4-carboxylic acid ethyl ester